FC(COCC(F)(F)F)(F)F bis-(2,2,2-trifluoroethyl)ether